4,4-bis((3-butylheptyl)oxy)butanoic acid C(CCC)C(CCOC(CCC(=O)O)OCCC(CCCC)CCCC)CCCC